CC1=C(C=O)C=CC(=C1C=O)OC 2-methyl-4-methoxyisophthalaldehyde